FC(C=1C=C(C=2N(C1)C(=NN2)N[C@@H](C(=O)N)C)C(F)(F)F)(F)F (2R)-2-[[6,8-bis(trifluoromethyl)-[1,2,4]triazolo[4,3-a]pyridine-3-yl]amino]propanamide